tetramethyltricyclo[6.2.1.01,6]undecan CC1(C(C23C(CC1)CC(CC2)C3)(C)C)C